CC=1N=C(SC1S(=O)(=O)N1CCN(CC1)C[C@H](C)NC(=O)C1=CC(=CC=C1)C=1C=NC(=CC1)C)NC(OC)=O methyl N-[4-methyl-5-({4-[(2S)-2-{[3-(6-methylpyridin-3-yl)phenyl]formamido}propyl]piperazin-1-yl} sulfonyl)-1,3-thiazol-2-yl]carbamate